O=C1OC2=C(N1)C=CC(=C2)C(=O)N2CC1=CC=CC(=C1C2)OCCC(=O)OC(C)(C)C tert-Butyl 3-((2-(2-Oxo-2,3-dihydrobenzo[d]oxazole-6-carbonyl)isoindolin-4-yl)oxy)propanoate